O=C1N(CCC1)C1CN(C1)C(=O)OC(C)(C)C Tert-butyl 3-(2-oxopyrrolidin-1-yl)azetidine-1-carboxylate